N-methyl-4-(2-(pyridin-4-ylmethyl)-2H-tetrazol-5-yl)benzenesulfonamide D-LACTATE C([C@H](O)C)(=O)O.CNS(=O)(=O)C1=CC=C(C=C1)C=1N=NN(N1)CC1=CC=NC=C1